N-nitroso-N-phenyl-N-hydroxylamine N(=O)N(O)C1=CC=CC=C1